N[C@H](C)[C@@H]1CC[C@H](CC1)C(=O)NC1=CC=NC=C1 trans-4-[(1R)-1-Aminoethyl]-N-4-pyridinylcyclohexanecarboxamide